ClC1=NC=C2C(C(=CN(C2=C1)C1CC1)C(=O)OCC)=O ethyl 7-chloro-1-cyclopropyl-4-oxo-1,4-dihydro-1,6-naphthyridine-3-carboxylate